C(C)P([O-])(=O)CC.C(C)P([O-])(=O)CC.[Zn+2] zinc bis(diethylphosphinate)